C12(CC3CC(CC(C1)C3)C2)C=2C(=CC(=C(C(=O)NCC3=CC(=C(C=C3)O)O)C2)O)OC 5-adamantan-1-yl-N-(3,4-dihydroxybenzyl)-2-hydroxy-4-methoxy-benzoic acid amide